4-acetyl-6-fluorobenz[cd]indol-2(1H)-one C(C)(=O)C=1C=C2C3=C(C(NC3=CC=C2F)=O)C1